ClC1=C(C=C2C(=C(C(N(C2=N1)C=1C(=NN(C1C)C)C(C)C)=O)C#N)O)F 7-chloro-6-fluoro-4-hydroxy-1-(3-isopropyl-1,5-dimethyl-1H-pyrazol-4-yl)-2-oxo-1,2-dihydro-1,8-naphthyridine-3-carbonitrile